NC1=C(C(=NC=N1)N1C[C@@H](CCC1)N1C([C@H](CCC1)NC1=CC(=CC(=C1)F)Cl)=O)F (3s,3'r)-1'-(6-amino-5-fluoropyrimidin-4-yl)-3-(3-chloro-5-fluorophenylamino)-1,3'-bipiperidin-2-one